N1=CN=CC(=C1)C1=CC=CC=2CC(C12)C=1C(=NC(=CC1)C(=O)N)C(=O)N (5-(pyrimidin-5-yl)bicyclo[4.2.0]octa-1(6),2,4-trien-7-yl)pyridine-2,6-dicarboxamide